C(=O)(OCC1C2=CC=CC=C2C2=CC=CC=C12)[C@](C(=O)O)(CCCCCCCC)N Fmoc-(R)-2-amino-decanoic acid